C(C)(C)(C)OC(=O)N1CCC2(CC1)C(C1=CC=C(C=C1C2)C)=O 5-methyl-1-oxo-1,3-dihydrospiro[indene-2,4'-piperidine]-1'-Carboxylic acid tert-butyl ester